(trifluoromethyl)pyrazolo[1,5-a][1,3,5]triazin-4-amine FC(F)(F)C1=NC=2N(C(=N1)N)N=CC2